Cl.N[C@@H]1C(NCCC1)=O (S)-3-aminopiperidin-2-one-hydrochloride